Cis-3-(3-bromophenyl)-3-(4-methyl-4H-1,2,4-triazol-3-yl)cyclobutanol BrC=1C=C(C=CC1)C1(CC(C1)O)C1=NN=CN1C